C(C(Cl)Cl)O Dichloroethanol